ClC1=C(C=C(C=C1)C1CC1)NC(NC1=C(C=C(OC2=CC(=NC=C2)NC(C)=O)C=C1)F)=O N-(4-{4-[3-(2-Chloro-5-cyclopropyl-phenyl)-ureido]-3-fluoro-phenoxy}-pyridin-2-yl)-acetamide